N1=NC=NC2=C1N=CN=C2 Pyrimido[5,4-e]-1,2,4-triazine